C(CC)N1CCN(CC1)C(=O)C1=C(C=C(C=C1)NC(=O)C1CC1)C1=NC=CC=C1 N-[4-[(4-propyl-1-piperazinyl)carbonyl]-3-(2-pyridinyl)phenyl]-cyclopropanecarboxamide